methyl 4-(bromomethyl)-1-methyl-cyclohexanecarboxylate BrCC1CCC(CC1)(C(=O)OC)C